Cl.N1CCC(CC1)C1CC(C1)CCO 2-(3-(piperidin-4-yl)cyclobutyl)ethan-1-ol hydrochloride